C(CCCCCCCCCCCC)CC=1C=CC=2NC3=CC=C(C=C3C2C1)CCCCCCCCCCCCCC 3,6-bis(tridecylmethyl)carbazole